6-ethyl-N-[3-(7-{[(3S,4R)-3-fluoro-1-methylpiperidin-4-yl]amino}-3-(2,2,2-trifluoroethyl)pyrazolo[1,5-a]pyridin-2-yl)prop-2-yn-1-yl]pyridine-3-carboxamide C(C)C1=CC=C(C=N1)C(=O)NCC#CC1=NN2C(C=CC=C2N[C@H]2[C@H](CN(CC2)C)F)=C1CC(F)(F)F